Cl.COC1=CC=C2C(=N1)N(C1=C(N=CC=C12)C(F)(F)F)CCN1CCOCC1 4-(2-(2-Methoxy-8-(trifluoromethyl)-9H-pyrrolo[2,3-b:5,4-c']dipyridin-9-yl)ethyl)morpholine Hydrochloride Salt